4-acetyl-3,3-dimethyl-3,4-dihydro-2H-benzo[b][1,4]oxazine-6-carboxylic acid methyl ester COC(=O)C1=CC2=C(OCC(N2C(C)=O)(C)C)C=C1